F.F.C(CCCCCCCCCCCCCCC)NCC(C)N N-hexadecylpropylenediamine dihydrofluoride